N-((1S*,3R*)-3-([1,1'-biphenyl]-3-ylmethyl)-3-(2-(trifluoromethyl)pyrrolidine-1-carbonyl)cyclopentyl)methanesulfonamide C1(=CC(=CC=C1)C[C@]1(C[C@H](CC1)NS(=O)(=O)C)C(=O)N1C(CCC1)C(F)(F)F)C1=CC=CC=C1 |o1:7,9|